CC1(CO1)CCCC 2-methyl-1,2-epoxyhexane